tert-butyl 4-(5-(2',7-di-methyl-1H,2'H-[3,4'-biindazol]-1-yl)pyridin-2-yl)-1,4-diazepane-1-carboxylate CN1N=C2C=CC=C(C2=C1)C1=NN(C2=C(C=CC=C12)C)C=1C=CC(=NC1)N1CCN(CCC1)C(=O)OC(C)(C)C